C(C)(C)(C)OC(NC1CCC2(CC(C(C(C2)=O)C2=C(C=C(C=C2C)C#CC)C)=O)CC1)=O N-[3-(2,6-dimethyl-4-prop-1-ynyl-phenyl)-2,4-dioxo-spiro[5.5]undecan-9-yl]carbamic acid tert-butyl ester